COCCOCCOC1=C(C=CC=C1)S(=O)(=O)N 2-(2-(2-methoxyethoxy)ethoxy)benzenesulfonamide